S(=O)(=O)(O)O sulfoalcohol